tellurium-zinc [Zn].[Te]